C[C@H]1N(CC2=CC=CC=C2C1)C(=O)C1=CC=C2CCN(CC2=C1)C(=O)Cl 7-[(3R)-3-methyl-1,2,3,4-tetrahydroisoquinoline-2-carbonyl]-1,2,3,4-tetrahydroisoquinoline-2-carbonyl chloride